5-Oxoproline O=C1CC[C@H](N1)C(=O)O